6-(1H-pyrazol-4-yl)pyridine-2-carboxamide N1N=CC(=C1)C1=CC=CC(=N1)C(=O)N